5-(p-tolyl)benzo[d]oxazole-2-thiol C1(=CC=C(C=C1)C=1C=CC2=C(N=C(O2)S)C1)C